NC=1CC(=CC2=C(N1)C=CS2)C(=O)N(CCC)CC2=CC=C(C=C2)CN(CCOCCOCCOCCOCCOCCOCCOCCOCCOCCOCCC(=O)OC2=C(C(=CC(=C2F)F)F)F)C 2,3,5,6-tetrafluorophenyl 1-(4-((5-amino-N-propyl-6H-thieno[3,2-b]azepine-7-carboxamido)methyl)phenyl)-2-methyl-5,8,11,14,17,20,23,26,29,32-decaoxa-2-azapentatriacontan-35-oate